COS(=O)(=O)C1=CC2=C(C3=CC=CC=C3C(=C2C=C1)OCC)OCC 9,10-diethoxy-anthracene-2-sulfonic acid methyl ester